C(C(C)(C)C)(=O)OCC1CO1 glycidyl neopentanoate